CN1C(=CC(C2=CC=CC=C12)=O)CC(CCCCCCC)=O 1-methyl-2-nonanonyl-4-quinolone